5,10-diethyl-5,10-dihydrophenazine C(C)N1C=2C=CC=CC2N(C2=CC=CC=C12)CC